BrC1=CC2=C(N(C=N2)C2=CC=C(C=C2)OC)C=C1 5-bromo-1-(4-methoxyphenyl)-1H-benzo[d]Imidazole